4-hydroxy-3-amino-benzenesulfonic acid OC1=C(C=C(C=C1)S(=O)(=O)O)N